C1(=CC=CC=C1)C1CN(CC1)S(=O)(=O)C1=C2C=CN=CC2=CC=C1 5-[(3-Phenylpyrrolidin-1-yl)sulfonyl]isoquinoline